COC(=O)C1=CC2=C(N=C(O2)C2=CC(=CC(=C2)Cl)Cl)C=C1 2-(3,5-dichlorophenyl)benzo[d]oxazole-6-carboxylic acid methyl ester